2-(2-Chloro-5-(2-hydroxypropan-2-yl)-8-oxothieno[2',3':4,5]pyrrolo[1,2-d][1,2,4]triazin-7(8H)-yl)-N-((1R,3R)-3-hydroxycyclohexyl)acetamid ClC1=CC2=C(C=C3N2C(=NN(C3=O)CC(=O)N[C@H]3C[C@@H](CCC3)O)C(C)(C)O)S1